Cl.N[C@H]1CN(CCC1)C(=O)C1=CC2=C(N(C(=N2)C=2N(C3=CC=CC=C3C2)CC)C)C(=C1)NC (R)-(3-aminopiperidin-1-yl)(2-(1-ethyl-1H-indol-2-yl)-1-methyl-7-(methylamino)-1H-benzo[d]imidazol-5-yl)methanone, hydrochloride salt